C(=C)[Si](OCCC)(OCCC)OCCC vinyl-tris(beta-methylethoxy)silane